1-(4-methylbenzyl)-1H-1,2,3-triazole CC1=CC=C(CN2N=NC=C2)C=C1